FC1=C(C=CC(=C1)C(F)(F)F)COC1CN(C1)C(=O)N1CC(C1)C1=CC=NN1 [3-[[2-Fluoro-4-(trifluoromethyl)phenyl]methoxy]azetidin-1-yl]-[3-(1H-pyrazol-5-yl)azetidin-1-yl]methanone